C1(=CC=CC=2C=CC3=C(C4=C(O3)C=CC=C4)C12)N benzo[b]naphtho[1,2-d]furanylamine